NC1=NC(N(C=C1)C1=CC(=C(C=C1)CC(C)O[Si](C)(C)C(C)(C)C)C(F)(F)F)=O 4-amino-1-(4-(2-((tert-butyldimethylsilyl)oxy)propyl)-3-(trifluoromethyl)phenyl)pyrimidin-2(1H)-one